CC(C)=C([C@@H](O)[C@@H](O)[C@H](O)[C@H](O)CO)O 1-methylethylidene-D-mannitol